ClC1=CC2=C(N=C(C=3N2C=NN3)N3CCNCC3)N=C1 8-Chloro-4-(piperazin-1-yl)pyrido[2,3-e][1,2,4]triazolo[4,3-a]pyrazin